tert-Butyl 2,2-dimethyl-4-(3-methyl-2-oxo-1,3-benzoxazol-6-yl)-3-oxo-piperazine-1-carboxylate CC1(N(CCN(C1=O)C1=CC2=C(N(C(O2)=O)C)C=C1)C(=O)OC(C)(C)C)C